1-(6-Chloro-5-nitro-1H-benzoimidazol-2-yl)-1H-pyrazole ClC=1C(=CC2=C(NC(=N2)N2N=CC=C2)C1)[N+](=O)[O-]